C(C/N=C/C=1SC=CC1)/N=C/C=1SC=CC1 (1E,1'E)-N,N'-(ethane-1,2-diyl)bis(1-(thiophen-2-yl)methanimine)